ClC=1C=C(C#N)C=CC1N1C=NC(=C1)C1=NC(=NC=C1C(F)(F)F)N[C@H]1[C@@H](CN(CC1)S(=O)(=O)C)F 3-Chloro-4-(4-(2-(((3R,4R)-3-fluoro-1-(methylsulfonyl)-piperidin-4-yl)-amino)-5-(trifluoro-methyl)pyrimidin-4-yl)-1H-imidazol-1-yl)benzonitrile